N-benzyl-N,N-diethylethylammonium chloride [Cl-].C(C1=CC=CC=C1)[N+](CC)(CC)CC